1-(4-(5-(azetidin-1-yl)pyridin-3-yl)-1H-1,2,3-triazol-1-ylethyl)-4-((R)-3-((cyclobutylmethyl)amino)piperidin-1-yl)pyridin-2(1H)-one N1(CCC1)C=1C=C(C=NC1)C=1N=NN(C1)CCN1C(C=C(C=C1)N1C[C@@H](CCC1)NCC1CCC1)=O